C(C)(CC)[Si](Cl)(Cl)Cl sec-butyl-silicon trichloride